butoxy-7-((6-(3,5-dimethylpiperazin-1-yl)-5-methylpyridin-3-yl)methyl)imidazo[2,1-f][1,2,4]triazin-4-amine C(CCC)OC1=NN2C(C(=N1)N)=NC=C2CC=2C=NC(=C(C2)C)N2CC(NC(C2)C)C